C1(CC1)CS(=O)C1=NC=2N(C(N(C(C2N1C)=O)C)=O)C 8-(cyclopropylmethylsulfinyl)-1,3,7-trimethyl-1H-purine-2,6(3H,7H)-dione